BrC=1C=C2C(=C(C=NC2=CC1)Cl)N1CCCCC1 1-(6-bromo-3-chloroquinolin-4-yl)piperidine